C(C)(C)NC=1N(C(C2=C(N1)CN([C@@H](C2)C)C(=O)OC(C)(C)C)=O)C2=NN(C(=C2)C(NC)=O)C (R)-tert-butyl 2-(isopropylamino)-6-methyl-3-(1-methyl-5-(methylcarbamoyl)-1H-pyrazol-3-yl)-4-oxo-3,4,5,6-tetrahydropyrido[3,4-d]pyrimidine-7(8H)-carboxylate